NC([C@@H](CCC(=O)OC(C)(C)C)N1C(C2=CC=C(C=C2C1)OC(CN1CCC(CC1)=O)C)=O)=O tert-butyl (4R)-5-amino-5-oxo-4-(1-oxo-5-((1-(4-oxopiperidin-1-yl)propan-2-yl)oxy)isoindolin-2-yl)pentanoate